3-(4-chlorophenyl)thiazolidin-4-one ClC1=CC=C(C=C1)N1CSCC1=O